n-undecanoate CCCCCCCCCCC(=O)O